BrC1=CC(=C(C2=C3N(N=C12)CCC3)OC)[N+](=O)[O-] 6-Bromo-9-methoxy-8-nitro-2,3-dihydro-1H-pyrrolo[1,2-b]indazole